1,6-bis((dimethyl)maleimido)hexane CC1=C(C(=O)N(C1=O)CCCCCCN1C(C(=C(C1=O)C)C)=O)C